BrC1=CC=C(C(=N1)C[C@@]1(C[C@H](NCC1)C)C(=O)OC)F methyl (2R,4R)-4-((6-bromo-3-fluoropyridin-2-yl) methyl)-2-methylpiperidine-4-carboxylate